2-([2,3'-bipyridin]-6'-yloxy)-N-ethylacetamide N1=C(C=CC=C1)C=1C=NC(=CC1)OCC(=O)NCC